2'-C-methylguanosine triphosphate P(O)(=O)(OP(=O)(O)OP(=O)(O)O)OC[C@@H]1[C@H]([C@]([C@@H](O1)N1C=NC=2C(=O)NC(N)=NC12)(O)C)O